IC1=CC=C(C=C1)CCCC(=O)NCCNC(CC[C@H](N)C(=O)O)=O N5-(2-(4-(4-iodophenyl)butanamido)ethyl)-L-glutamine